(4aR,8aS)-6-[3-[4-(4-methyl-1,3-thiazol-2-yl)phenyl]azetidine-1-carbonyl]-4,4a,5,7,8,8a-hexahydropyrido[4,3-b][1,4]oxazin-3-one CC=1N=C(SC1)C1=CC=C(C=C1)C1CN(C1)C(=O)N1C[C@@H]2[C@@H](OCC(N2)=O)CC1